ClC=1C(NC(=CC1C)C)=O 3-chloro-4,6-dimethylpyridin-2(1H)-one